(R)-but-3-en-2-yl-(2,2-dimethoxyethyl)carbamic acid ethyl ester C(C)OC(N(CC(OC)OC)[C@H](C)C=C)=O